4-(3-((3-chloro-[1,1'-biphenyl]-4-yl)oxy)propyl)morpholine ClC=1C=C(C=CC1OCCCN1CCOCC1)C1=CC=CC=C1